C(C)(=O)O\C=C/CC=CC=CCCCCCCCCC (Z)-4,6,1-Hexadecatrienyl acetate